N-allyl-N-(3-iodobicyclo[1.1.1]pent-1-yl)-4-nitrobenzenesulfonamide C(C=C)N(S(=O)(=O)C1=CC=C(C=C1)[N+](=O)[O-])C12CC(C1)(C2)I